C(C)C1NCCCC1C1=CC=2C(=NC=CC2NC=2C=CC3=C(N=CS3)C2)S1 N-(2-(2-ethylpiperidin-3-yl)thieno[2,3-b]pyridin-4-yl)benzo[d]thiazol-5-amine